C(C)(C)(C)OC(=O)N1CCC(CC1)(C)CO 4-(hydroxymethyl)-4-methylpiperidine-1-carboxylic acid tert-butyl ester